C(C)(=O)OC1C=C(C(C(C1C)C)C(=O)OC)C methyl 4-acetoxy-2,5,6-trimethylcyclohex-2-ene-1-carboxylate